2-hydroxyethylisotridecyloxypropylamine OCCNCCCOCCCCCCCCCCC(C)C